N,N-dimethylchloroacetamide CN(C(CCl)=O)C